2-(4,4-dimethylpiperidin-1-yl)-N-(2-formyl-4-methylthiophen-3-yl)acetamide CC1(CCN(CC1)CC(=O)NC1=C(SC=C1C)C=O)C